CC(C#C)(C)NC(=O)C1=NC=CC(=C1)NC(CC1=CC=C2C=CNC2=C1)=O N-(1,1-dimethylprop-2-ynyl)-4-[[2-(1H-indol-6-yl)acetyl]amino]pyridine-2-carboxamide